FC=1C=C(C=C(C1)F)C(CSC=1NC(N(N1)C1=CC=CC=C1)=O)O 5-((2-(3,5-difluorophenyl)-2-hydroxyethyl)thio)-2-phenyl-2,4-dihydro-3H-1,2,4-triazol-3-one